ClS(=O)(=O)C1=CC=C2C(=N1)CCN2C(=O)C=2C=C(C=CC2)N2CCN(CC2)C(=O)OC(C)(C)C tert-butyl 4-(3-(5-(chlorosulfonyl)-2,3-dihydro-1H-pyrrolo[3,2-b]pyridine-1-carbonyl)phenyl)piperazine-1-carboxylate